2-(3,8-diazabicyclo[3.2.1]octan-8-yl)-N-(cyclohexylmethyl)-6,7-dihydrothiazolo[5,4-c]pyridine-5(4H)-carboxamide C12CNCC(CC1)N2C=2SC=1CN(CCC1N2)C(=O)NCC2CCCCC2